1-benzoxocin-5-methanol O1CC=CC(=CC2=C1C=CC=C2)CO